CC1(C[O+](C1)[O-])CO 3-methyl-3-hydroxymethyl-oxetane oxide